CCCCCCC1SSC=C1 6-hexyldithiol